2-(5-benzo[1,3]dioxol-5-yl-2-t-butyl-3H-imidazol-4-yl)-6-methylpyridine hydrochloride Cl.O1COC2=C1C=CC(=C2)C2=C(NC(=N2)C(C)(C)C)C2=NC(=CC=C2)C